C(C)OC(=O)C1(CCNCC1)CC(=O)OCC 4-(2-ethoxy-2-oxo-ethyl)piperidine-4-carboxylic acid ethyl ester